(3S,12aS)-9-fluoro-3-[4-(pyridin-2-yl)-1,3-thiazol-2-yl]-1,3,4,11,12,12a-hexahydropyrido[1,2-b][2]benzazepin-6(2H)-one FC=1C=CC2=C(CC[C@H]3N(C2=O)C[C@H](CC3)C=3SC=C(N3)C3=NC=CC=C3)C1